N1(N=CC=C1)CC1=CC2=C(C(=NO2)NS(=O)(=O)C2=C(C=CC3=C2OCC32CC2)OC)C(=C1OC)C N-(6-((1H-pyrazol-1-yl)methyl)-5-methoxy-4-methylbenzo[d]isoxazol-3-yl)-6-methoxy-2H-spiro[benzofuran-3,1'-cyclopropane]-7-sulfonamide